COC1(C(C=CC=C1)C(=O)C1C(C=CC=C1)(OC)OC)OC 2,2-dimethoxy-phenyl ketone